6-((3S,4R)-4-((S)-3-(3,5-difluorophenyl)isoxazolidine-2-carbonyl)-3-fluoropiperidin-1-yl)-N-methyl-pyrimidine-4-carboxamide FC=1C=C(C=C(C1)F)[C@H]1N(OCC1)C(=O)[C@@H]1[C@@H](CN(CC1)C1=CC(=NC=N1)C(=O)NC)F